rel-ethyl-4-((3-((1R,3S)-3-((iso-propylcarbamoyl)oxy)cyclopentyl)-1H-pyrazol-5-yl)amino)-6-methylpyrazolo[1,5-a]pyrazine C(C)C1=NN2C(C(=NC(=C2)C)NC2=CC(=NN2)[C@H]2C[C@H](CC2)OC(NC(C)C)=O)=C1 |o1:17,19|